NC=1C=2N(C3=C(N1)C=NC(=C3)C(=O)N(C(C)C3=NC=C(C=C3)C(F)(F)F)CC3CC3)C=NC2 4-amino-N-(cyclopropylmethyl)-N-(1-(5-(trifluoromethyl)pyridin-2-yl)ethyl)imidazo[1,5-a]pyrido[3,4-e]pyrazine-8-formamide